((S)-1-(4-fluorophenyl)-3,4-dihydroisoquinolin-2(1H)-yl)((2R,4S,5S)-4-hydroxy-5-isopropoxytetrahydro-2H-pyran-2-yl)methanone FC1=CC=C(C=C1)[C@@H]1N(CCC2=CC=CC=C12)C(=O)[C@@H]1OC[C@@H]([C@H](C1)O)OC(C)C